OCCCN[C@@H](CO)C(=O)O hydroxypropyl-serine